1-[4-(2,3-Dimethylphenyl)piperidin-1-yl]-2-{(3bR,4aR)-3-[4-(hydroxyacetyl)piperazin-1-carbonyl]-3b,4,4a,5-tetrahydro-1H-cyclopropa[3,4]cyclopenta[1,2-c]pyrazol-1-yl}ethan-1-on CC1=C(C=CC=C1C)C1CCN(CC1)C(CN1N=C(C2=C1C[C@@H]1[C@H]2C1)C(=O)N1CCN(CC1)C(CO)=O)=O